[Li].C(C)(C)C1=CC2=CC=CC=C2C=C1 2-isopropyl-naphthalene lithium